C(C(C)C)C=1C=CC(=C(C1)N1CCN(CC1)CC=1N=C2N(C(C1)=O)C=C(C=C2)C)C=2N=NNN2 2-[[4-[5-isobutyl-2-(2H-tetrazol-5-yl)phenyl]piperazin-1-yl]methyl]-7-methyl-pyrido[1,2-a]pyrimidin-4-one